2-(diphenylphosphino)phenyl-triphenoxysilane C1(=CC=CC=C1)P(C1=C(C=CC=C1)[Si](OC1=CC=CC=C1)(OC1=CC=CC=C1)OC1=CC=CC=C1)C1=CC=CC=C1